COC1=CC(=NC=C1C(=O)NCC=1C=NC(=CC1)C1=CC=C(C=C1)C(NC)=O)N1N=CC=C1 4-methoxy-N-((6-(4-(methylcarbamoyl)phenyl)pyridin-3-yl)methyl)-6-(1H-pyrazol-1-yl)nicotinamide